C(C)(C)(C)OC(=O)N[C@@H](C)C=1OC2=C(C1Cl)C=C(C=C2C(=O)OC)F methyl (S)-2-(1-((tert-butoxycarbonyl)amino)ethyl)-3-chloro-5-fluorobenzofuran-7-carboxylate